ethyl 5-acetamido-1-(2,4-dichlorophenyl)-1H-pyrazole-3-carboxylate C(C)(=O)NC1=CC(=NN1C1=C(C=C(C=C1)Cl)Cl)C(=O)OCC